1-Ethyl-1-hexylpyrrolidinium C(C)[N+]1(CCCC1)CCCCCC